N-(2-(((1,3-Dihydroxy-2-(hydroxymethyl)propan-2-yl)amino)methyl)quinolin-8-yl)-4-(trifluoromethyl)benzenesulfonamide OCC(CO)(CO)NCC1=NC2=C(C=CC=C2C=C1)NS(=O)(=O)C1=CC=C(C=C1)C(F)(F)F